C(C)OC1=CN=CC(=N1)C=1C=CC(=NC1)NC([C@@](CC)(C1=NC(=NC=C1)NS(=O)(=O)C)F)=O N-(5-(6-ethoxypyrazin-2-yl)pyridin-2-yl)-2-fluoro-2-(2-(methylsulfonamido)pyrimidin-4-yl)-(R)-butanamide